C1(=CC(=CC=C1)CC1=C(C(=CC=C1)O)O)CC1=C(C(=CC=C1)O)O 3,3'-(1,3-phenylenedi(methylene))bis1,2-benzenediol